3,N3,N6,N6-tetra(4-methoxyphenyl)-9H-carbazole-3,6-diamine COC1=CC=C(C=C1)C1(CC=C2NC3=CC=C(C=C3C2=C1)N(C1=CC=C(C=C1)OC)C1=CC=C(C=C1)OC)NC1=CC=C(C=C1)OC